2-amino-4-methyl-6-methoxy-1,3,5-triazine NC1=NC(=NC(=N1)C)OC